The molecule is a dibenzoazepine derivative, having a carbamoyl group at the ring nitrogen, substituted with an oxo group at C-4 of the azepeine ring which is also hydrogenated at C-4 and C-5. It is a anticholinergic anticonvulsant and mood stabilizing drug, used primarily in the treatment of epilepsy. It has a role as an anticonvulsant and a drug allergen. It is a dibenzoazepine and a cyclic ketone. It contains a carbamoyl group. C1C2=CC=CC=C2N(C3=CC=CC=C3C1=O)C(=O)N